BrC=1C=C(SC1)C[C@H]1C[C@@H](N(C1=O)C(=O)OC(C)(C)C)C(=O)OCC1=CC=CC=C1 2-Benzyl 1-(tert-butyl) (2R,4R)-4-((4-bromothiophen-2-yl)methyl)-5-oxopyrrolidine-1,2-dicarboxylate